C(#N)C1=CC(=C(COC2=CC=CC(=N2)N2CC3CCC(C2)N3CC3=NC2=C(N3C[C@H]3OCC3)C=C(C=C2)C(=O)OC)C=C1)F methyl 2-((3-(6-((4-cyano-2-fluorobenzyl)oxy)pyridin-2-yl)-3,8-diazabicyclo[3.2.1]octan-8-yl)methyl)-1-(((S)-oxetan-2-yl)methyl)-1H-benzo[d]imidazole-6-carboxylate